P(=O)(OC(C)(C)C)(OC(C)(C)C)OC=1C=NC=CC1CO ditert-butyl [4-(hydroxymethyl)-3-pyridyl] phosphate